1-(2-(2-(2-ethoxyethoxy)ethoxy)-1-phenylethenyl)-4-methoxybenzene C(C)OCCOCCOC=C(C1=CC=CC=C1)C1=CC=C(C=C1)OC